(S)-3-(5-(2-hydroxypropan-2-yl)pyridin-3-yl)-3-(5-(2-(5,6,7,8-tetrahydro-1,8-naphthyridin-2-yl)ethoxy)-1H-indazol-1-yl)propionic acid OC(C)(C)C=1C=C(C=NC1)[C@H](CC(=O)O)N1N=CC2=CC(=CC=C12)OCCC1=NC=2NCCCC2C=C1